4-(2-aminoethyl)-1-ethylpiperidine-4-carbonitrile NCCC1(CCN(CC1)CC)C#N